C(CCCCCCCCCCCCCCC)O normal hexadecanol